2-(4-(4-ethyl-6-((6-(methylsulfonyl)-2,6-diazaspiro[3.3]heptan-2-yl)methyl)pyridin-3-yl)phenyl)-1,1,1,3,3,3-hexafluoropropan-2-ol C(C)C1=C(C=NC(=C1)CN1CC2(C1)CN(C2)S(=O)(=O)C)C2=CC=C(C=C2)C(C(F)(F)F)(C(F)(F)F)O